N(=[N+]=[N-])CCOCCOCCOCCOCCOCCOCCOCCOCC 26-azido-3,6,9,12,15,18,21,24-octaOxahexacosane